4-[3-benzyloxy-5-[(1R)-1-[[(S)-tert-butylsulfinyl]amino]ethyl]phenyl]-1-methyl-pyrrole-2-carboxylic acid benzyl ester C(C1=CC=CC=C1)OC(=O)C=1N(C=C(C1)C1=CC(=CC(=C1)[C@@H](C)N[S@@](=O)C(C)(C)C)OCC1=CC=CC=C1)C